(2-chloro-4-(trifluoromethyl)phenyl)-2-(2-(6,7-dihydro-4H-thieno[3,2-c]pyran-2-yl)-5-ethyl-7-oxo-6-(piperazin-1-yl)-[1,2,4]triazolo[1,5-a]pyrimidin-4(7H)-yl)acetamide ClC1=C(C=CC(=C1)C(F)(F)F)C(C(=O)N)N1C=2N(C(C(=C1CC)N1CCNCC1)=O)N=C(N2)C2=CC=1COCCC1S2